C1(CC1)CN1C(C2=CC(=CC=C2C=C1)C=1C=NC(=NC1)NC(CCCC)=O)=O N-(5-(2-(cyclopropylmethyl)-1-oxo-1,2-dihydroisoquinolin-7-yl)pyrimidin-2-yl)pentanamide